OC(C(=O)C1=CC=C(C=C1)CC1=CC=C(C=C1)C(C(C)(C)O)=O)(C)C 2-hydroxy-1-{4-[4-(2-hydroxy-2-methyl-1-propanoyl)-benzyl]-phenyl}-2-methylpropan-1-one